(R)-2-(4-(3,4-difluorophenyl)-2-oxopyridin-1(2H)-yl)-N-(1,1-dioxido-2,3-dihydrothiophen-3-yl)-N-((2-(2-hydroxypropan-2-yl)pyridin-4-yl)methyl)acetamide FC=1C=C(C=CC1F)C1=CC(N(C=C1)CC(=O)N(CC1=CC(=NC=C1)C(C)(C)O)[C@H]1CS(C=C1)(=O)=O)=O